NC=1C=CC(=NC1)S(=O)(=O)N 5-aminopyridine-2-sulfonamide